CN(C(=O)C1=CC2=C(C3=C(S(N2CCC)(=O)=O)C=NC(=N3)NC3=CC=C(C=C3)N3CCN(CC3)C)C=C1)C N,N-dimethyl-2-{[4-(4-methylpiperazin-1-yl)phenyl]amino}-6-propyl-6H-pyrimido[5,4-c][2,1]benzothiazine-8-carboxamide 5,5-dioxide